C(C)C1(C(NC(C(C1C1=C(C=CC=C1)Cl)(C(=O)O)C)C)COCCN1N=NC(=C1)C1=C(C=CC(=C1)F)F)C(=O)O 3-ethyl-5-methyl-4-(2-chlorophenyl)-2-((2-(4-(2,5-difluorophenyl)-1H-1,2,3-triazol-1-yl)ethoxy)methyl)-6-methyl-1,4-dihydropyridine-3,5-dicarboxylic acid